2,6-diformylpyridine C(=O)C1=NC(=CC=C1)C=O